C(C=C)OCCOCCO 2-(2-Allyloxyethoxy)ethanol